C(N)(=O)[C@H]1NC([C@H]2N(C([C@H](CCCC[C@@H]3[C@H](C1)C(NC3)=O)NC(OC(C)(C)C)=O)=O)C[C@H]3[C@@H]2C3(C)C)=O tert-butyl ((3aR,8S,11aS,12aR,12bS,15S,16aS)-15-carbamoyl-12,12-dimethyl-1,9,13-trioxoicosahydrocyclopropa[3,4]pyrrolo[1,2-a]pyrrolo[3,4-g][1,4]diazacyclotetradecin-8-yl)carbamate